Cl.NC1=NC(=CC(=N1)C1=CC[C@@]2(C[C@@H](NC2)C(=O)O)CC1)O[C@@H](C(F)(F)F)C1=C(C=C(C=C1)Cl)C=1COCCC1 (3R,5R)-8-(2-amino-6-((R)-1-(4-chloro-2-(5,6-dihydro-2H-pyran-3-yl)phenyl)-2,2,2-trifluoroethoxy)pyrimidine-4-yl)-2-azaspiro[4.5]dec-7-ene-3-carboxylic acid hydrochloride